1-(4-fluorophenyl)-3,4-dihydroisoquinoline-2(1H)-carboxylic acid FC1=CC=C(C=C1)C1N(CCC2=CC=CC=C12)C(=O)O